rel-3-(methoxymethyl)-1-methyl-N-(3-((1R,3S)-3-((4-methylpyridin-3-yl)oxy)cyclopentyl)-1H-pyrazol-5-yl)-1H-pyrazole-5-carboxamide COCC1=NN(C(=C1)C(=O)NC1=CC(=NN1)[C@H]1C[C@H](CC1)OC=1C=NC=CC1C)C |o1:16,18|